C(#C)C1=C(C=C(C(=O)N2CC=3N=C(N(C(C3C[C@H]2C)=O)C2=CC=C(C(=O)NC)C=C2)NC(C)C)C=C1)C(F)(F)F (R)-4-(7-(4-ethynyl-3-(trifluoromethyl)benzoyl)-2-(isopropylamino)-6-methyl-4-oxo-5,6,7,8-tetrahydropyrido[3,4-d]pyrimidin-3(4H)-yl)-N-methylbenzamide